6-hydroxy-1-[(cis)-3-hydroxy-3-(2H3)methylcyclobutyl]-1,2,3,4-tetrahydro-1,8-naphthyridin-2-one OC=1C=C2CCC(N(C2=NC1)C1CC(C1)(C([2H])([2H])[2H])O)=O